3-((2-amino-4-(butylamino)-6-methylpyrimidin-5-yl)methyl)-4-methoxybenzenesulphonyl chloride NC1=NC(=C(C(=N1)NCCCC)CC=1C=C(C=CC1OC)S(=O)(=O)Cl)C